(5-amino-1-{6-[(2,6-difluorophenyl)oxy]-4-methylpyridin-3-yl}pyrazol-4-yl)[7-(2-hydroxy-2-methylpropyl)-5,6,7,8-tetrahydro-1H-pyrrolo[2,3-e]pyrido[4,3-b]pyridin-2-yl]methanone NC1=C(C=NN1C=1C=NC(=CC1C)OC1=C(C=CC=C1F)F)C(=O)C1=CC2=C(C=C3C(=N2)CCN(C3)CC(C)(C)O)N1